C(CCCCCCC\C=C/CCCCCCCC)C(C(=O)N)(CCCC(=O)N)CCCCCCCC\C=C/CCCCCCCC dioleyl-adipic acid diamide